2-(difluoromethyl)-5-(5H-imidazo[5,1-a]isoindol-5-yl)-4,5,6,7-tetrahydropyrazolo[1,5-a]pyridin-4-ol FC(C1=NN2C(C(C(CC2)C2N3C(C4=CC=CC=C24)=CN=C3)O)=C1)F